ClC=1C(=C(C(=CC1F)F)S(=O)(=O)N(C1=CC(=CC=C1)F)CC1=C(C=C(C=C1)OC)OC)F 3-chloro-N-(2,4-dimethoxybenzyl)-2,4,6-trifluoro-N-(3-fluorophenyl)benzenesulfonamide